C(CCCCCCC)C(CCCCCCCC)OC(CCCCCCCNCCO)=O 8-((2-hydroxyethyl)amino)caprylic acid 1-octylnonyl ester